CN([C@H]1CN(CC1)C(=O)OC(C)(C)C)[C@@H]1CN(CC1)C tert-Butyl (R)-3-(methyl((S)-1-methylpyrrolidin-3-yl)amino)pyrrolidine-1-carboxylate